4-(4-aminopiperidin-1-yl)-3-(5,6-difluoro-1H-1,3-benzodiazol-2-yl)-5-(3-fluoro-5-methylphenyl)pyridin-2-amine NC1CCN(CC1)C1=C(C(=NC=C1C1=CC(=CC(=C1)C)F)N)C1=NC2=C(N1)C=C(C(=C2)F)F